CNC=1N=C(C(=NC1C=1C2=C(C=NC1)N(C=N2)C)C(=O)N)NC2=CC=C(C=C2)OCCN2CCOCC2 5-(Methylamino)-6-(3-methylimidazo[4,5-c]pyridin-7-yl)-3-[4-(2-morpholinoethoxy)anilino]pyrazin-2-carboxamid